4-(2,2-difluoropropionyl)-N-(6-methyl-5-(7-(methylamino)-1,6-naphthyridin-3-yl)pyridin-3-yl)pyridineamide FC(C(=O)C1=CC(=NC=C1)C(=O)NC=1C=NC(=C(C1)C=1C=NC2=CC(=NC=C2C1)NC)C)(C)F